propylenedi(2-oxazoline) C(C(C)C=1OCCN1)C=1OCCN1